Ethynylestradiol C#C[C@]1(O)CC[C@H]2[C@@H]3CCC4C=C(O)C=CC=4[C@H]3CC[C@]12C